C12C(C3CC(CC(C1)C3)C2)NC(CN2S(N(CCC2)C)(=O)=O)=O N-(adamantan-2-yl)-2-(6-methyl-1,1-dioxido-1,2,6-thiadiazinan-2-yl)acetamide